(S)-2-(4-oxo-8-(pyridin-3-yl)-6-(6-(trifluoromethyl)pyridin-3-yl)pyrido[3,4-d]pyrimidin-3(4H)-yl)propanoic acid O=C1C2=C(N=CN1[C@H](C(=O)O)C)C(=NC(=C2)C=2C=NC(=CC2)C(F)(F)F)C=2C=NC=CC2